C[C@@H](C1=CC=CC=C1)N (S)-(+)-alpha-methylbenzylamine